N-[4-(dimethylamino)cyclohexyl]-6-[5-(prop-2-enamido)-1H-indol-3-yl]pyridine-2-carboxamide CN(C1CCC(CC1)NC(=O)C1=NC(=CC=C1)C1=CNC2=CC=C(C=C12)NC(C=C)=O)C